ClC=1C=C(C=CC1Cl)NC(=O)[C@H]1[C@H]2C[C@H]([C@@H]([C@@H]1C1=CC(=NC=C1)C)O2)O (1R,2R,3S,4R,5R)-N-(3,4-dichlorophenyl)-5-hydroxy-3-(2-methylpyridin-4-yl)-7-oxabicyclo[2.2.1]Heptane-2-carboxamide